NC=1N=C(C2=C(N1)C=C(C=N2)C2=CC(N(C=C2)C2CCN(CC2)C)=O)N[C@@](CO)(CCCC)C (R)-4-(2-amino-4-((1-hydroxy-2-methylhex-2-yl)amino)pyrido[3,2-d]pyrimidin-7-yl)-1-(1-methylpiperidin-4-yl)pyridin-2(1H)-one